9-But-2-ynyl-6-chloro-8-(6-chloro-pyridin-3-yl)-9H-pyrido[3,4-b]indole C(C#CC)N1C2=C(C3=CC(=CC(=C13)C=1C=NC(=CC1)Cl)Cl)C=CN=C2